tert-butyl (2-chloro-7-methylthieno[3,2-d]pyrimidin-4-yl)(furan-2-ylmethyl)carbamate ClC=1N=C(C2=C(N1)C(=CS2)C)N(C(OC(C)(C)C)=O)CC=2OC=CC2